C(C=C)OC=1C=2N(C=C(N1)C=1C=C(C=CC1)[C@@H](C)N(C(OC(C)(C)C)=O)CC)C=CN2 tert-butyl (R)-(1-(3-(8-(allyloxy)imidazo[1,2-a]pyrazin-6-yl)phenyl)ethyl)(ethyl)carbamate